((3S,4R)-3-Amino-4-hydroxypyrrolidin-1-yl)(5-chloro-6,7-difluoro-1H-indol-2-yl)methanone N[C@H]1CN(C[C@H]1O)C(=O)C=1NC2=C(C(=C(C=C2C1)Cl)F)F